The molecule is a glycoside that consists of alpha-D-galactosyl-(1->4)-beta-D-galactosyl-(1->4)-N-acetyl-beta-D-glucosamine having a 2-(2-aminocarbonylethylthio)ethyl moiety attached to the reducing end anomeric centre. It is an aliphatic sulfide, a glycoside, a trisaccharide derivative and a member of acetamides. CC(=O)N[C@@H]1[C@H]([C@@H]([C@H](O[C@H]1OCCSCCC(=O)N)CO)O[C@H]2[C@@H]([C@H]([C@H]([C@H](O2)CO)O[C@@H]3[C@@H]([C@H]([C@H]([C@H](O3)CO)O)O)O)O)O)O